C(#N)C1=C(C=CC(=C1)F)SC=1C=2N(C=C(C1)C=1C=NN(C1C)[C@@H]1CN(CCC1)CCO)N=CC2C#N (S)-4-((2-cyano-4-fluorophenyl)thio)-6-(1-(1-(2-hydroxyethyl)piperidin-3-yl)-5-methyl-1H-pyrazol-4-yl)pyrazolo[1,5-a]pyridine-3-carbonitrile